sulphanioamide [SH2+][NH-]